(S)-(1-(2-(6-methylpyridin-3-yl)propan-2-yl)-3-(2-(thiophen-2-yl)ethyl)pyrrolidin-3-yl)methanol CC1=CC=C(C=N1)C(C)(C)N1C[C@@](CC1)(CCC=1SC=CC1)CO